O1COC2=C1C=CC=C2NS(=O)(=O)C2=CNC(=C2)C2=NC=CC=C2 N-(1,3-benzodioxol-4-yl)-5-(2-pyridyl)-1H-pyrrole-3-sulfonamide